FC=1C=C(C=C2NC(C(=NC12)C)=O)CN1CCN(CC1)C=1C=CC(=NC1C)C(=O)NC 5-(4-((8-fluoro-2-methyl-3-oxo-3,4-dihydroquinoxalin-6-yl)methyl)piperazin-1-yl)-N,6-dimethylpicolinamide